2-(4-((1-hydroxy-2-cyclopentyloxy)methyl)phenyl)propionic acid OC1C(CCC1)OCC1=CC=C(C=C1)C(C(=O)O)C